benzyl (3-((tert-butoxycarbonyl)amino)propyl)(2-((4-chloro-3-fluorophenyl)amino)ethyl)carbamate C(C)(C)(C)OC(=O)NCCCN(C(OCC1=CC=CC=C1)=O)CCNC1=CC(=C(C=C1)Cl)F